t-butyl-(dimethylsilyloxy)[(dimethylsiloxy)dimethylsiloxy]silane C(C)(C)(C)[SiH](O[Si](C)(C)O[SiH](C)C)O[SiH](C)C